tert-butyl (2S,4R)-4-((tert-butyldimethylsilyl)oxy)-2-((E)-3-methoxy-3-oxoprop-1-en-1-yl)pyrrolidine-1-carboxylate [Si](C)(C)(C(C)(C)C)O[C@@H]1C[C@H](N(C1)C(=O)OC(C)(C)C)\C=C\C(=O)OC